N-[(1S,2R)-2-(4-cyclopropylphenyl)-1-methyl-2-[[6-[[(3S)-1-[(3R)-5-oxotetrahydrofuran-3-carbonyl]-3-piperidinyl]carbamoyl]-3-pyridinyl]oxy]ethyl]-3-methyl-isoxazole-5-carboxamide C1(CC1)C1=CC=C(C=C1)[C@H]([C@H](C)NC(=O)C1=CC(=NO1)C)OC=1C=NC(=CC1)C(N[C@@H]1CN(CCC1)C(=O)[C@H]1COC(C1)=O)=O